COC1=CC(=NC(=N1)NC1=C(C(=CC=C1)C1=NN(C=N1)C)OC)NC1=NNC(=C1)C 6-Methoxy-N2-(2-methoxy-3-(1-methyl-1H-1,2,4-triazol-3-yl)phenyl)-N4-(5-methyl-1H-pyrazol-3-yl)pyrimidine-2,4-diamine